C(C(C)C)NC1=CC=C(C=N1)C1=CC=C(C=N1)C(=O)N 6-[6-(isobutylamino)-3-pyridyl]pyridine-3-carboxamide